((1H-indol-6-yl)methyl)-1-(5-(5-chloro-2-methoxypyridin-4-yl)-1H-pyrazole-3-carbonyl)piperidine-4-carboxamide methyl-(E)-2-(2-(bromomethyl)phenyl)-3-methoxyacrylate COC(\C(=C\OC)\C1=C(C=CC=C1)CBr)=O.N1C=CC2=CC=C(C=C12)CC1N(CCC(C1)C(=O)N)C(=O)C1=NNC(=C1)C1=CC(=NC=C1Cl)OC